dicyclohexyl-[2-(2,4,6-triisopropylphenyl)phenyl]phosphorus C1(CCCCC1)P(C1=C(C=CC=C1)C1=C(C=C(C=C1C(C)C)C(C)C)C(C)C)C1CCCCC1